4-chloro-2-iodo-1H-pyrrolo[2,3-b]pyridine ClC1=C2C(=NC=C1)NC(=C2)I